1,2-dimethyl-5-methylenepiperidine CN1C(CCC(C1)=C)C